C(C)(=O)OCC=1C(=NC=CC1C1=CN(C(C(=C1)Br)=O)C)N1C(C2=CC=3CC(CC3N2CC1)(C)C)=O [4-(5-Bromo-1-methyl-6-oxo-1,6-dihydropyridin-3-yl)-2-{4,4-dimethyl-9-oxo-1,10-diazatricyclo[6.4.0.02,6]dodeca-2(6),7-dien-10-yl}pyridin-3-yl]methyl acetate